1-(diethylaminoethyl) methacrylate C(C(=C)C)(=O)OCCN(CC)CC